C(C#C)OCCOCCOCC(=O)N1CCC(CC1)OC=1C=C(OC2=CC=C(C=N2)C(=O)OC)C=CC1 methyl 6-[3-[[1-[2-[2-(2-prop-2-ynoxyethoxy)ethoxy]acetyl]-4-piperidyl]oxy]phenoxy]pyridine-3-carboxylate